ClC1=NC=CC(=C1C=O)NC(OC(C)(C)C)=O tert-butyl (2-chloro-3-formylpyridin-4-yl)carbamate